O[C@@H]1[C@H](O[C@H]([C@@H]1O)N1C2=NC(=NC(=C2N=C1)NCC1=NC(=CC=C1)C)C=1C=NC=C(C1)C)C(=O)NOC (2S,3S,4R,5R)-3,4-dihydroxyl-N-methoxy-5-(6-(((6-methylpyridin-2-yl)methyl)amino)-2-(5-methylpyridin-3-yl)-9H-purin-9-yl)tetrahydrofuran-2-formamide